Tert-butyl 3,5-bis(4-(4-(4,5-dihydro-1H-imidazol-2-yl)phenyl)-1H-1,2,3-triazol-1-yl)benzoate N1C(=NCC1)C1=CC=C(C=C1)C=1N=NN(C1)C=1C=C(C(=O)OC(C)(C)C)C=C(C1)N1N=NC(=C1)C1=CC=C(C=C1)C=1NCCN1